FC(CC)(F)C=1C=C(C=CC1)NC(=O)C1C(=NN(C1=O)C1=CC=C2C=C(N(C2=C1)C)C)C N-[3-(1,1-difluoropropyl)phenyl]-1-(1,2-dimethylindol-6-yl)-3-methyl-5-oxo-4H-pyrazole-4-carboxamide